2-bromo-2-methylpropionic acid, 2-[(3,5-dimethylpyrazolyl)carbonylamino]ethyl ester BrC(C(=O)OCCNC(=O)C=1C(=NNC1C)C)(C)C